1H-indolylmethanol N1(C=CC2=CC=CC=C12)CO